N1(CCC1)C(COC)C1=NC(=NN1)C=1N(C2=C(C(=C(C=C2C1N1C=NC=C1)OC)Cl)F)C 2-(5-(1-(azetidin-1-yl)-2-methoxyethyl)-1H-1,2,4-triazol-3-yl)-6-chloro-7-fluoro-3-(1H-imidazol-1-yl)-5-methoxy-1-methyl-1H-indole